1-(4-((1R,2R)-2-(cyclopropylmethyl)-6-hydroxy-1,2,3,4-tetrahydronaphthalen-1-yl)phenyl)piperidine-4-carbaldehyde C1(CC1)C[C@@H]1[C@@H](C2=CC=C(C=C2CC1)O)C1=CC=C(C=C1)N1CCC(CC1)C=O